SCC(=O)O.SCC(=O)O.SCC(=O)O.C(O)C(C)(CO)CO trimethylolethane tris(mercaptoacetate)